OC1(CC(C1)C(=O)N1CC2(C1)CC(C2)CN2C(=CC=1C2=NC=CC1)C(F)(F)F)C ((1s,3s)-3-Hydroxy-3-methylcyclobutyl)(6-((2-(trifluoromethyl)-1H-pyrrolo[2,3-b]pyridin-1-yl)methyl)-2-azaspiro[3.3]heptan-2-yl)methanone